2-(2'-o-nitrobenzyloxy-5'-methylphenyl)benzotriazol [N+](=O)([O-])C1=C(COC2=C(C=C(C=C2)C)N2N=C3C(=N2)C=CC=C3)C=CC=C1